(R)- or (S)-4-[(2-{5-[3-chloro-6-(difluoromethoxy)-2-fluorophenyl]-1-oxidopyridin-2-yl}-3-cyclobutylpropanoyl)amino]benzoic acid ClC=1C(=C(C(=CC1)OC(F)F)C=1C=CC(=[N+](C1)[O-])[C@H](C(=O)NC1=CC=C(C(=O)O)C=C1)CC1CCC1)F |o1:18|